(5R)-5-fluoro-2-(4-fluorophenyl)-5,6-dihydro-4H-pyrrolo[1,2-b]Pyrazole F[C@@H]1CC=2N(N=C(C2)C2=CC=C(C=C2)F)C1